ClC=1C=C(C=CC1)[C@H]1[C@@H](CN(CC1)C(=O)C=1C=2CC(NC2C=CC1)=O)NC(=O)C1=NC2=C(N1)C=CC=C2 N-((3S,4S)-4-(3-chlorophenyl)-1-(2-oxoindoline-4-carbonyl)piperidin-3-yl)-1H-benzo[d]imidazole-2-carboxamide